C(C1=CC=CC=C1)OC1=C(C(=O)N[C@@H](CO)[C@@H]2CC[C@@H](N2C)C(=O)OC(C)(C)C)C=CC=C1 (2R,5S)-tert-butyl 5-((R)-1-(2-(benzyloxy)benzamido)-2-hydroxyethyl)-1-methylpyrrolidine-2-carboxylate